CN(CCCN)CCN N-methyl-N-(2-aminoethyl)-1,3-propanediamine